Cl.FC1CNCCC1 3-fluoropiperidine HCl salt